2-{3-[(1R)-1-({7-bromo-8-methoxypyrazolo[1,5-a]quinazolin-5-yl}amino)ethyl]phenyl}-2,2-difluoroethan-1-ol BrC=1C=C2C(=NC=3N(C2=CC1OC)N=CC3)N[C@H](C)C=3C=C(C=CC3)C(CO)(F)F